CN([C@H]1CN(C[C@@H]1C)C1=CC=C(C=C1)N1C=NC(=C1)NC=1N=CC(=NC1)C#N)C 5-((1-(4-((3R,4S)-3-(Dimethylamino)-4-methylpyrrolidin-1-yl)phenyl)-1H-imidazol-4-yl)amino)pyrazine-2-carbonitrile